N-(2-bromo-3-methoxyphenyl)-3,5-dimethylbenzamide BrC1=C(C=CC=C1OC)NC(C1=CC(=CC(=C1)C)C)=O